4-(4-aminophenoxy)-N-methyl-2-pyridinecarboxamide NC1=CC=C(OC2=CC(=NC=C2)C(=O)NC)C=C1